BrC1=C(C=NC(=C1)Cl)C(C([2H])([2H])[2H])(C([2H])([2H])[2H])O 2-(4-bromo-6-chloro-3-pyridyl)-1,1,1,3,3,3-hexadeuterio-propan-2-ol